C(#N)C1=CNC2=C(C=CC(=C12)C)NS(=O)(=O)C1=C(N=C(S1)C)C N-(3-cyano-4-methyl-1H-indol-7-yl)-2,4-dimethyl-thiazole-5-sulfonamide